6,7-dibromo-5-(2,6-difluorophenyl)-1,3-dihydro-1,4-benzodiazepine BrC1=C(C=CC2=C1C(=NCCN2)C2=C(C=CC=C2F)F)Br